ClC1=CC=C(C=C1)C1=NC=CC(=N1)C(=O)O 2-(4-chlorophenyl)pyrimidine-4-carboxylic acid